1-(5,6-dimethoxybenzo[b]thiophen-2-yl)ethanone COC1=CC2=C(SC(=C2)C(C)=O)C=C1OC